3-(tert-Butyl)-1-(p-tolyl)-1H-pyrazol-5-amin C(C)(C)(C)C1=NN(C(=C1)N)C1=CC=C(C=C1)C